3-(4-Chlorophenyl)-1-[2-(piperidin-1-yl)ethyl]urea ClC1=CC=C(C=C1)NC(NCCN1CCCCC1)=O